CC1N(C(CNC1)C)C=1C(=C(C=C(C1)C1=NC(=NC=C1)NC1CC2(CS(C2)(=O)=O)C1)NS(=O)(=O)C1=C(C=CC=C1F)F)F N-(3-(2,6-dimethylpiperazin-1-yl)-5-(2-((2,2-dioxo-2-thiaspiro[3.3]hept-6-yl)amino)pyrimidin-4-yl)-2-fluorophenyl)-2,6-difluorobenzenesulfonamide